maleic acid, N-vinylamide C(=C)NC(\C=C/C(=O)O)=O